4-methyl-5-({4-[(2S)-2-{[8-(trifluoromethoxy)quinazolin-4-yl]amino}propyl]piperazin-1-yl}sulfonyl)-1,3-thiazol CC=1N=CSC1S(=O)(=O)N1CCN(CC1)C[C@H](C)NC1=NC=NC2=C(C=CC=C12)OC(F)(F)F